C1(CC1)CNC(C1=CC=CC=C1)=O N-(cyclopropylmethyl)benzamide